NC1=C(C=C(C=C1)C1=CC=CC=C1OC(F)F)[N+](=O)[O-] 4'-amino-6-(difluoromethoxy)-3'-nitro-[1,1'-biphenyl]